2-chloro-4-((2,4,6-trifluorobenzyl)amino)pyrimidin-5-carboxamide ClC1=NC=C(C(=N1)NCC1=C(C=C(C=C1F)F)F)C(=O)N